7-amino-2-[(2E)-but-2-enoyl]-4-(3-methyl-1H-indazol-5-yl)-2,3-dihydro-1H-isoindol-1-one NC=1C=CC(=C2CN(C(C12)=O)C(\C=C\C)=O)C=1C=C2C(=NNC2=CC1)C